N-(2-(4-(4-cyclopropylpiperazin-1-yl)piperidin-1-yl)-5-((6-(3-(2-((3-fluorobenzyl)oxy)phenyl)isoxazolidin-2-yl)pyrimidin-4-yl)amino)-4-methoxyphenyl)acrylamide C1(CC1)N1CCN(CC1)C1CCN(CC1)C1=C(C=C(C(=C1)OC)NC1=NC=NC(=C1)N1OCCC1C1=C(C=CC=C1)OCC1=CC(=CC=C1)F)NC(C=C)=O